1-vinyl-3-methylimidazolium bis(trifluoromethanesulfonyl)imide salt [N-](S(=O)(=O)C(F)(F)F)S(=O)(=O)C(F)(F)F.C(=C)N1C=[N+](C=C1)C